4-[(2-chloro-6-fluoro-3-methylphenyl)amino]-2-[(6-methoxy-2-methyl-1,2,3,4-tetrahydroisoquinolin-7-yl)amino]pyrimidine-5-carboxamide ClC1=C(C(=CC=C1C)F)NC1=NC(=NC=C1C(=O)N)NC1=C(C=C2CCN(CC2=C1)C)OC